N1-[4-(hydroxymethyl)phenyl]-N4-trityl-L-aspartamide OCC1=CC=C(C=C1)NC([C@@H](N)CC(=O)NC(C1=CC=CC=C1)(C1=CC=CC=C1)C1=CC=CC=C1)=O